N-(6-(1H-Pyrazol-4-yl)benzo[d]thiazol-2-yl)-1-cyano-3-fluoropiperidine-3-carboxamide N1N=CC(=C1)C1=CC2=C(N=C(S2)NC(=O)C2(CN(CCC2)C#N)F)C=C1